4-(7-(8-ethyl-7-fluoro-3-hydroxynaphthalen-1-yl)-8-fluoro-2-(((4aS,7aR)-1-methyloctahydro-4aH-cyclopenta[b]pyridin-4a-yl)methoxy)pyrido[4,3-d]pyrimidin-4-yl)-6-methyl-1,4-oxazepan-6-ol C(C)C=1C(=CC=C2C=C(C=C(C12)C1=C(C=2N=C(N=C(C2C=N1)N1CCOCC(C1)(O)C)OC[C@]12[C@H](N(CCC1)C)CCC2)F)O)F